(R)-6-chloro-3-((1-(3,6-dimethyl-4-oxo-2-(4-(4-(trifluoromethyl)-1H-pyrazol-1-yl)piperidin-1-yl)-3,4-dihydroquinazolin-8-yl)ethyl)amino)-N-(methylsulfonyl)picolinamide ClC1=CC=C(C(=N1)C(=O)NS(=O)(=O)C)N[C@H](C)C=1C=C(C=C2C(N(C(=NC12)N1CCC(CC1)N1N=CC(=C1)C(F)(F)F)C)=O)C